(R)-(1-(2-(1-(cyclopropylmethyl)-3-fluoro-1H-indol-2-yl)-1-methyl-5-oxo-1,5,7,8-tetrahydro-6H-imidazo[4,5-g]isoquinolin-6-yl)propan-2-yl)carbamic acid tert-butyl ester C(C)(C)(C)OC(N[C@@H](CN1C(C=2C=C3C(=CC2CC1)N(C(=N3)C=3N(C1=CC=CC=C1C3F)CC3CC3)C)=O)C)=O